ClC1=NC=2N(C(=C1)NC1=CC(=CC=C1)[N+](=O)[O-])N=CC2C(C)C 5-chloro-3-isopropyl-N-(3-nitrophenyl)pyrazolo[1,5-a]pyrimidine-7-amine